dimethylsilylene-bis(2-methyl-4-phenyl-indenyl)zirconium dichloride [Cl-].[Cl-].C[Si](=[Zr+2](C1C(=CC2=C(C=CC=C12)C1=CC=CC=C1)C)C1C(=CC2=C(C=CC=C12)C1=CC=CC=C1)C)C